5-(1-(2,2-difluoroethyl)-2-methyl-1H-imidazo[4,5-b]pyridin-6-yl)-N-(trans-3-methoxycyclobutyl)pyrrolo[2,1-f][1,2,4]triazin-2-amine FC(CN1C(=NC2=NC=C(C=C21)C=2C=CN1N=C(N=CC12)N[C@@H]1C[C@H](C1)OC)C)F